3-amino-2,5-dimethoxypyrimidine ethyl-3-(3-(4-chloro-3,5-dimethylphenoxy)propyl)-1-(2-(piperazin-1-yl)ethyl)-7-(1,3,5-trimethyl-1H-pyrazol-4-yl)-1H-indole-2-carboxylate C(C)OC(=O)C=1N(C2=C(C=CC=C2C1CCCOC1=CC(=C(C(=C1)C)Cl)C)C=1C(=NN(C1C)C)C)CCN1CCNCC1.NN1C(N=CC(=C1)OC)OC